8-(5-hydroxymethyl-2,1,3-benzothiadiazol-4-yl)-6,6-dihexadecyl-6H-fluoreno[3,4-c][1,2,5]thiadiazole OCC1=C(C=2C(=NSN2)C=C1)C=1C=CC=2C3=C(C(C2C1)(CCCCCCCCCCCCCCCC)CCCCCCCCCCCCCCCC)C=CC1=NSN=C13